2-(2-chlorophenyl)-7-(4-isopropylpyridin-3-yl)-5,7-diazaspiro[3.4]octane-6,8-dione ClC1=C(C=CC=C1)C1CC2(C1)NC(N(C2=O)C=2C=NC=CC2C(C)C)=O